C1=CC=CC=2C3=CC=CC=C3C(C12)COC(=O)N(C(C(=O)O)CCC1=CC(=C(C=C1)C(F)(F)F)Cl)C 2-((((9H-Fluoren-9-yl)methoxy)carbonyl)(methyl)amino)-4-(3-chloro-4-(trifluoromethyl)phenyl)butanoic acid